C(C1=CC=CC=C1)NC1=C2N=CN(C2=NC(=N1)C=1C=NC=C(C1)C)[C@H]1[C@@H]([C@@H]([C@H](O1)C(=O)NCC(F)(F)F)O)O (2S,3S,4R,5R)-5-(6-(benzylamino)-2-(5-methylpyridin-3-yl)-9H-purin-9-yl)-3,4-dihydroxyl-N-(2,2,2-trifluoroethyl)tetrahydrofuran-2-formamide